C1(=CC=CC=C1)C1=NC(=NC(=C1)C1=CC=CC=C1)C1=C(C(=NC(=C1N1C2=C(CCC3=C1C=CC=C3)C=CC=C2)N2C3=C(CCC1=C2C=CC=C1)C=CC=C3)N3C1=C(CCC2=C3C=CC=C2)C=CC=C1)N1C2=C(CCC3=C1C=CC=C3)C=CC=C2 5,5',5'',5'''-(4-(4,6-diphenylpyrimidin-2-yl)pyridine-2,3,5,6-tetrayl)tetrakis(10,11-dihydro-5H-dibenzo[b,f]azepine)